FC(OC1=C(C=CC(=C1)C(F)(F)F)C=1C=2N(C(=NN1)N[C@H]1CN(CCC1)C)C=CC2)F 1-[2-(difluoromethoxy)-4-(trifluoromethyl)phenyl]-N-[(3R)-1-methylpiperidin-3-yl]pyrrolo[1,2-d][1,2,4]triazin-4-amine